4-(5-(ethylsulfonylamino)-2-(((1r,4r)-4-methylcyclohexyl)amino)phenyl)-2,6-dimethylpyridine C(C)S(=O)(=O)NC=1C=CC(=C(C1)C1=CC(=NC(=C1)C)C)NC1CCC(CC1)C